C(C)(C)(C)OC(=O)O[C@@H]1[C@H]([C@H](N(C1)C(=O)OC(C)(C)C)CC1=CC=C(C=C1)C1=CN=C(S1)N1CC(C1)(F)F)O tert-butyl (2R,3S,4S)-4-[(tert-butoxycarbonyl)oxy]-2-({4-[2-(3,3-difluoroazetidin-1-yl)-1,3-thiazol-5-yl]phenyl}methyl)-3-hydroxypyrrolidine-1-carboxylate